(3R,3aS,6aR)-3a-(benzyloxy)-6-methylenehexahydro-2H-cyclopenta[b]furan-2,3-diol C(C1=CC=CC=C1)O[C@]12[C@H](OC([C@@H]1O)O)C(CC2)=C